4-(benzyloxy)-7-bromo-2-chloro-8-fluoro-6-(trifluoromethyl)quinazoline C(C1=CC=CC=C1)OC1=NC(=NC2=C(C(=C(C=C12)C(F)(F)F)Br)F)Cl